C(C)(C)NC1=CC=C(C=CC2SC3=C(N2C)C=CC=C3)C=C1 2-(4-isopropylaminostyryl)-3-methylbenzo[d]thiazole